(R)-(-)-3-HYDROXYNONANAL O[C@@H](CC=O)CCCCCC